ClC1=C(C=CC=C1)CNC(=O)C1CN(C(C1)=O)C1=C(C=CC=C1)OC N-[(2-chlorophenyl)methyl]-1-(2-methoxyphenyl)-5-oxopyrrolidine-3-carboxamid